ClC1=CC=CC=2C(=COC21)C[C@@H](B2OC(C(O2)(C)C)(C)C)NC(=O)C2C1CCC(C2)O1 N-((R)-2-(7-chlorobenzofuran-3-yl)-1-(4,4,5,5-tetramethyl-1,3,2-dioxaborolan-2-yl)ethyl)-7-oxabicyclo[2.2.1]heptane-2-carboxamide